C(C=C)OC1=NC=2N(CC(NC2C(=N1)OCC=C)=O)C[C@@H]([C@@H]([C@@H](COCC=C)OCC=C)OCC=C)OCC=C 2,4-Bis(allyloxy)-8-[(2S,3S,4R)-2,3,4,5-tetrakis(allyloxy)pentyl]-7,8-dihydropteridin-6(5H)-one